CC1=C(O)C(=CC(=C1O)C)C 2,4,6-Trimethylresorcinol